propan-2-yl (2S)-2-[[[(2R,3R,4R,5R)-5-(2,4-dioxopyrimidin-1-yl)-4-fluoro-3-hydroxy-4-methyloxolan-2-yl]methoxy-phenoxyphosphoryl]amino]propanoate O=C1N(C=CC(N1)=O)[C@H]1[C@]([C@@H]([C@H](O1)COP(=O)(OC1=CC=CC=C1)N[C@H](C(=O)OC(C)C)C)O)(C)F